C(#N)[C@@H]1CN(C[C@H]1C1CCCCC1)C(=O)[C@@H]1CC[C@H]2N1C([C@H](CCCC2)NC(=O)C2=CC1=C(S2)C=CC(=C1)C(F)(F)P(O)(O)=O)=O ((2-(((3S,6S,10aS)-3-(rel-(trans)-3-cyano-4-cyclohexyl-pyrrolidine-1-carbonyl)-5-oxodecahydropyrrolo[1,2-a]azocin-6-yl)carbamoyl)benzo[b]thiophen-5-yl)difluoromethyl)phosphonic acid